1-[2-chloro-4-[[5-[2,3-difluoro-4-[1-(2-methoxyethyl)-5-methyl-pyrazol-4-yl]phenyl]-1-methyl-imidazole-2-carbonyl]amino]benzoyl]isonipecotic acid ClC1=C(C(=O)N2CCC(C(=O)O)CC2)C=CC(=C1)NC(=O)C=1N(C(=CN1)C1=C(C(=C(C=C1)C=1C=NN(C1C)CCOC)F)F)C